C(C1=CC=CC=C1)OC(C(CC1=CC2=C(C=C1)OCO2)O)=O (+)-3-(3,4-methylenedioxyphenyl)-2-hydroxy-propionic acid benzyl ester